C(C)C1(NC(N(C(C1)=O)[C@@H]1CC(OC2=CC=C(C=C12)C(=O)N[C@H]1[C@@H](CC2=CC=CC=C12)O)COC)=N)CC (4R)-4-(4,4-diethyl-2-imino-6-oxotetrahydropyrimidin-1(2H)-yl)-N-((1R,2R)-2-hydroxy-2,3-dihydro-1H-inden-1-yl)-2-(methoxymethyl)chromane-6-carboxamide